tetradecyl-trimethyl-ammonium oxalate C(C(=O)[O-])(=O)[O-].C(CCCCCCCCCCCCC)[N+](C)(C)C.C(CCCCCCCCCCCCC)[N+](C)(C)C